C1(=CC=CC=2C3=CC=CC=C3NC12)C1=C(C=C(C#N)C(=C1)C1=CC=CC=2C3=CC=CC=C3NC12)C#N 4,6-dicarbazolyl-isophthalonitrile